NC=1C(=C2C(=NC1C(=O)N)N(N=C2C#N)C)C2=C(C(=CC=C2)O)C 5-amino-3-cyano-4-(3-hydroxy-2-methylphenyl)-1-methyl-1H-pyrazolo[3,4-b]pyridine-6-carboxamide